(1R,2R,3S,4R,5S)-4-(6-(cyclohexylamino)-2-iodo-9H-purin-9-yl)-1-(hydroxymethyl)bicyclo[3.1.0]hexane-2,3-diol C1(CCCCC1)NC1=C2N=CN(C2=NC(=N1)I)[C@H]1[C@@H]([C@@H]([C@@]2(C[C@H]12)CO)O)O